C([C@@H]1[C@H]([C@@H]([C@H]([C@H](O1)O[C@@H]2[C@@H]([C@H]([C@H]([C@H](O2)CO)O)O)O)O)O)O)O The molecule is a glycosyl glycoside that is alpha-D-galactopyranose in which the anomeric hydroxy group has been converted into the corresponding alpha-D-glucopyranosyl derivative. It is a glycosyl glycoside, an alpha-D-glucoside and an alpha-D-galactoside.